FC=1C(=NC(=C(C1)F)OC)OC 3,5-difluoro-2,6-dimethoxypyridine